1-(3-(4-amino-5-(4-(cyclopentylamino)phenyl)-7-methyl-7H-pyrrolo[2,3-d]pyrimidin-6-yl)pyrrolidin-1-yl)prop-2-en-1-one NC=1C2=C(N=CN1)N(C(=C2C2=CC=C(C=C2)NC2CCCC2)C2CN(CC2)C(C=C)=O)C